(S)-2-(3-(3-(dimethylamino)-2-hydroxypropyl)-2-oxoimidazolidin-1-yl)-4,6-bis(trifluoromethyl)phenyl (4-fluorophenyl)(methyl-d3)carbamate FC1=CC=C(C=C1)N(C(OC1=C(C=C(C=C1C(F)(F)F)C(F)(F)F)N1C(N(CC1)C[C@H](CN(C)C)O)=O)=O)C([2H])([2H])[2H]